C1(CC1)N1C2=C(N3[C@@H](CC1)CNCC3)N=CC(=C2)C(F)(F)F (S)-5-cyclopropyl-3-(trifluoromethyl)-6,7,7a,8,10,11-hexahydropyrazino[1,2-d]pyrido[3,2-b][1,4]diazepin